3-(6-bromo-9H-pyrido[2,3-b]indol-9-yl)piperidine-2,6-dione tetra-sodium pyrophosphate [O-]P([O-])(=O)OP(=O)([O-])[O-].[Na+].[Na+].[Na+].[Na+].BrC=1C=C2C3=C(N(C2=CC1)C1C(NC(CC1)=O)=O)N=CC=C3